ethyleneoxy-tetrahydrofurfuryl alcohol C(COC(C1CCCO1)O)O